C(C(C)C)OC(=O)C=1NC2=CC=C(C=C2C1C#C)Cl 5-Chloro-3-ethynyl-1H-indole-2-carboxylic acid isobutyl ester